tert-butyl-((3-acetamido-4-((4-methyl-5-nitrothiazol-2-yl) carbamoyl) phenyl) amino)-3,6,9,12-tetraoxapentadecane-15-oate C(C)(C)(C)C(COCCOCCOCCOCCC(=O)[O-])NC1=CC(=C(C=C1)C(NC=1SC(=C(N1)C)[N+](=O)[O-])=O)NC(C)=O